CC=1NC2=C(C=CC=C2C1)C(=O)N1CCC2(CC(C2)NC=2C=NN(C2)CCO)CC1 2-(4-{[7-(2-methyl-1H-indole-7-carbonyl)-7-azaspiro[3.5]nonan-2-yl]amino}-1H-pyrazol-1-yl)ethan-1-ol